BrC1=C(C=C(C=C1)CC(=O)OC)F methyl 2-(4-bromo-3-fluoro-phenyl)acetate